C(C1=CC=CC=C1)[C@@H]1N(OCC1)C1=CC(=NC=N1)NC=1C(=CC(=C(C1)C(C(=O)N)=C)N1C(=NC=C1)C)OC (5-((6-((S)-3-benzylisoxazolidin-2-yl)pyrimidin-4-yl)amino)-4-methoxy-2-(2-methyl-1H-imidazol-1-yl)phenyl)acrylamide